3-(3-propylphenyl)-isoxazole C(CC)C=1C=C(C=CC1)C1=NOC=C1